6-(2-amino-2-methylpropoxy)-2-(((2-(2-oxo-3-(3-oxo-3,4-dihydro-2H-pyrido[3,2-b][1,4]oxazin-6-yl)oxazolidin-5-yl)ethyl)amino)methyl)-2,3-dihydro-1H-indene-4-carbonitrile NC(COC=1C=C(C=2CC(CC2C1)CNCCC1CN(C(O1)=O)C=1C=CC=2OCC(NC2N1)=O)C#N)(C)C